FC=1C=CN2C=C(C=C2C1)C(=O)NC 7-fluoro-N-methylindolizine-2-carboxamide